(S,E)-N-(3-(methoxy-d3)benzylidene)-2-methylpropane-2-sulfinamide C(OC=1C=C(\C=N\[S@@](=O)C(C)(C)C)C=CC1)([2H])([2H])[2H]